(R)-8-(α-deuterioethyl)quinolone [2H][C@H](C)C=1C=CC=C2C=CC(NC12)=O